BrC=1N=C(C(=NC1)OC1CN(CC1)C(=O)OC(C)(C)C)OC(F)F tert-butyl 3-((5-bromo-3-(difluoromethoxy)pyrazin-2-yl)oxy)pyrrolidine-1-carboxylate